7-Methyl-6-nitro-isochroman CC1=C(C=C2CCOCC2=C1)[N+](=O)[O-]